The molecule is a divalent inorganic anion obtained by removal of two protons from triphosphoric acid. It is a triphosphate ion and a divalent inorganic anion. It is a conjugate base of a triphosphate(1-). It is a conjugate acid of a triphosphate(3-). OP(=O)([O-])OP(=O)(O)OP(=O)(O)[O-]